4-ethyl-3-(4-methanesulfonylphenyl)-6-[1'-(propan-2-yl)-[1,4'-bipiperidin]-4-yl]-1,2-dihydroquinolin-2-one C(C)C1=C(C(NC2=CC=C(C=C12)C1CCN(CC1)C1CCN(CC1)C(C)C)=O)C1=CC=C(C=C1)S(=O)(=O)C